(2S)-2-amino-N-[(1S)-2-[4-(hydroxymethyl)phenylamino]-1-methyl-2-oxo-ethyl]-3-methyl-butanamide N[C@H](C(=O)N[C@H](C(=O)NC1=CC=C(C=C1)CO)C)C(C)C